tert-butyl (R)-4-(2-(3-(3-((4-(1H-pyrazol-4-yl)benzyl)(isopropyl)carbamoyl) piperidin-1-yl)phenoxy)-2-methylpropanoyl)piperazine-1-carboxylate N1N=CC(=C1)C1=CC=C(CN(C(=O)[C@H]2CN(CCC2)C=2C=C(OC(C(=O)N3CCN(CC3)C(=O)OC(C)(C)C)(C)C)C=CC2)C(C)C)C=C1